FC1=CC=C(C(=O)N[C@@H](CO)C2=NC(=NO2)C=2SC=CC2)C=C1 4-fluoro-N-[(1S)-2-hydroxy-1-[3-(thiophen-2-yl)-1,2,4-oxadiazol-5-yl]ethyl]benzamide